FC=1C(=CC(=C(C1)CC(=O)O)C(F)(F)F)I 5-fluoro-4-iodo-2-(trifluoromethyl)-phenylacetic acid